(+)-menthylchloroformate C[C@H]1CC[C@@H]([C@H](C1)OC(=O)Cl)C(C)C